ClC=1C=CC(=C(C1)NC(CN1C2=NC(=NC(=C2N=C1)Cl)Cl)=O)N1N=CN=C1 N-(5-chloro-2-(1H-1,2,4-triazol-1-yl)phenyl)-2-(2,6-dichloro-9H-purin-9-yl)acetamide